F[C@@H]1C[C@H](N(C1)C)COC1=NC2C=CC=CC2C=C1CC#N (((2S,4R)-4-fluoro-1-methylpyrrolidin-2-yl)methoxy)-4a,8a-dihydroquinoline-3-acetonitrile